4-(1-(1-(propylsulfonyl)pyrrolidine-3-yl)-1,6-dihydroimidazo[4,5-d]pyrrolo[2,3-b]pyridin-2-yl)benzene-1,3-diol C(CC)S(=O)(=O)N1CC(CC1)N1C(=NC=2C1=C1C(=NC2)NC=C1)C1=C(C=C(C=C1)O)O